3-((tert-butoxycarbonyl) (3-nitrobenzyl) amino)propyl 4-methylbenzenesulfonate CC1=CC=C(C=C1)S(=O)(=O)OCCCN(CC1=CC(=CC=C1)[N+](=O)[O-])C(=O)OC(C)(C)C